(1-((3-(2-oxopropyl)phenyl)sulfonyl)piperidin-4-yl)carbamic acid tert-butyl ester C(C)(C)(C)OC(NC1CCN(CC1)S(=O)(=O)C1=CC(=CC=C1)CC(C)=O)=O